COCCNC1=NNC(=N1)C(=O)O 3-(2-methoxyethylamino)-1H-1,2,4-triazole-5-carboxylic acid